tert-butyl-(S)-2-((5-bromo-6-methylnicotinamido)methyl)pyrrolidine C(C)(C)(C)N1[C@@H](CCC1)CNC(C1=CN=C(C(=C1)Br)C)=O